(3S)-5,6-dichloro-1'-(imidazole-1-carbonyl)-1H-spiro[indole-3,3'-pyrrolidin]-2-one ClC=1C=C2C(=CC1Cl)NC([C@]21CN(CC1)C(=O)N1C=NC=C1)=O